C(C)N(C(C(=O)OCC(F)(F)F)=O)C(C)C1=C(C=C(C=C1)C(F)(F)F)F 2,2,2-Trifluoroethyl 2-[ethyl-[1-[2-fluoro-4-(trifluoromethyl)phenyl]ethyl]amino]-2-oxo-acetate